C(C(C)C)S(=O)(=O)C1(CCNCC1)C 4-(isobutylsulfonyl)-4-methylpiperidine